C(C)S(=O)(=O)C=1C(=NC=CC1)C=1C=C2C=CC(N(C2=CN1)CC(C(F)(F)F)(F)F)=O 6-(3-ethylsulfonyl-2-pyridyl)-1-(2,2,3,3,3-pentafluoropropyl)-1,7-naphthyridin-2-one